(5-(5-(2-(cyclopropanecarboxamido)imidazo[1,2-a]pyridin-5-yl)-2-methoxyphenyl)furan-2-yl)phosphonic acid C1(CC1)C(=O)NC=1N=C2N(C(=CC=C2)C=2C=CC(=C(C2)C2=CC=C(O2)P(O)(O)=O)OC)C1